methyl 4-allyloxy-3-((3-((tert-butyl(dimethyl)silyl)oxymethyl)phenoxy)methyl)benzoate C(C=C)OC1=C(C=C(C(=O)OC)C=C1)COC1=CC(=CC=C1)CO[Si](C)(C)C(C)(C)C